1-(4-methoxy-5-{[(cis-3-(trifluoromethyl)-cyclobutyl)meth-oxy]-pyridine-2-carbonyl}piperidin-4-yl)pyridin-2-amine COC1(CCNCC1C(=O)C1=NC=CC=C1OC[C@@H]1C[C@@H](C1)C(F)(F)F)N1C(C=CC=C1)N